OCCNC(=O)C1CCNCC1 N-(2-hydroxyethyl)piperidine-4-carboxamide